5-(5-(2-fluorophenyl)-1,3,4-thiadiazol-2-yl)-3,6-dihydropyridine-1(2H)-carboxylic acid FC1=C(C=CC=C1)C1=NN=C(S1)C1=CCCN(C1)C(=O)O